ClC=1C(=C(C=CC1)NC(=S)C1=C(CCN(C1=O)C(=O)OC(C)(C)C)NCC1=C(C=NC=C1)OCC(C)C1=NC=CC=C1)OC tert-butyl 5-((3-chloro-2-methoxyphenyl)carbamothioyl)-6-oxo-4-(((3-(2-(pyridin-2-yl)propoxy)pyridin-4-yl)methyl)amino)-3,6-dihydropyridine-1(2H)-carboxylate